N-{4-[(phenylcarbamoyl)amino]phenyl}acetamide C1(=CC=CC=C1)NC(=O)NC1=CC=C(C=C1)NC(C)=O